N,N'-di-sec-butylcarbodiimide C(C)(CC)N=C=NC(C)CC